C1(CCC(CC1)C(C)C)(C)OC(C(C)(O)C)O (1-menthoxy)-2-methyl-1,2-propanediol